9-(4-(4-([1,1':3',1''-terphenyl]-2'-yl)-2,5,6-tri(9H-carbazol-9-yl)pyridin-3-yl)phenyl)-N3,N3,N6,N6-tetraphenyl-9H-carbazole-3,6-diamine C1(=CC=CC=C1)C1=C(C(=CC=C1)C1=CC=CC=C1)C1=C(C(=NC(=C1N1C2=CC=CC=C2C=2C=CC=CC12)N1C2=CC=CC=C2C=2C=CC=CC12)N1C2=CC=CC=C2C=2C=CC=CC12)C1=CC=C(C=C1)N1C2=CC=C(C=C2C=2C=C(C=CC12)N(C1=CC=CC=C1)C1=CC=CC=C1)N(C1=CC=CC=C1)C1=CC=CC=C1